2-(6-{[(3R,4S)-3-fluoro-2,2,6,6-tetramethylpiperidin-4-yl]oxy}pyridazin-3-yl)-5-(2-methylimidazo[1,2-a]pyrimidin-6-yl)pyridin-3-ol trihydrochloride Cl.Cl.Cl.F[C@@H]1C(NC(C[C@@H]1OC1=CC=C(N=N1)C1=NC=C(C=C1O)C=1C=NC=2N(C1)C=C(N2)C)(C)C)(C)C